6-cyclopropyl-2-(4-(2-(trifluoromethyl)nicotinoyl)-1H-pyrrol-2-yl)-1H-benzo[d]imidazole-4-carbonitrile C1(CC1)C=1C=C(C2=C(NC(=N2)C=2NC=C(C2)C(C2=C(N=CC=C2)C(F)(F)F)=O)C1)C#N